4-[(3-{[4-(cyclopropylcarbonyl)piperazin-1-yl]carbonyl}-4-fluorophenyl)-methyl]phthalazin-1(2H)-one C1(CC1)C(=O)N1CCN(CC1)C(=O)C=1C=C(C=CC1F)CC1=NNC(C2=CC=CC=C12)=O